Fmoc-(2S,5S)-5-amino-1,2,4,5,6,7-hexahydroazepin C(=O)(OCC1C2=CC=CC=C2C2=CC=CC=C12)N1CCC[C@@H](CC1)N